ON1C(CC(CC1(C)C)O[Si](C)(C)C)(C)C 1-oxyl-2,2,6,6-tetramethyl-4-trimethylsilyloxypiperidine